NCC1(CCCCC1)N(CC)CC (1-aminomethylcyclohexyl)-diethylamine